C(#N)C1=CC=C(C=C1)N=NC1=CC=C(C=C1)OCCCCCCCC 4-cyano-4'-octyloxy-azobenzene